2-bromo-4-(trifluoromethoxy)benzo[d]thiazole-6-carboxylic acid methyl ester COC(=O)C1=CC2=C(N=C(S2)Br)C(=C1)OC(F)(F)F